3-chloro-4,5-difluorobenzonitrile ClC=1C=C(C#N)C=C(C1F)F